(2H3)-2-Propenamide C(C(=C([2H])[2H])[2H])(=O)N